COC=1C=C(CNC(/C=C/C(=O)N[C@@H](CC(C)C)OB(O)O)=O)C=CC1 (R,E)-(1-(4-((3-methoxybenzyl)amino)-4-oxobut-2-enamido)-3-methylbutyl)boric acid